CCNCCC(CNCCCCNCC(CCNCC)O)O 3,8,13,18-tetraazaicosane-6,15-diol